4-amino-furazan NC=1C=NON1